7-(dimethylamino)-1,3-dimethyl-2,4-dioxo-1,2,3,4-tetrahydropyrido[2,3-d]pyrimidine-5-yl p-toluenesulfonate CC1=CC=C(C=C1)S(=O)(=O)OC1=CC(=NC=2N(C(N(C(C21)=O)C)=O)C)N(C)C